ClC=1C=C(C=CC1)[C@H]1[C@@H](C12C(C1=CC=CC=C1C2=O)=O)C(=O)OCC ethyl (2S,3R)-3-(3-chlorophenyl)-1',3'-dioxo-1',3'-dihydrospiro[cyclopropane-1,2'-indene]-2-carboxylate